CN1OC([C@H]2[C@H]1[C@H](C[C@](C2)(C=2C=C(C=CC2)C)C)C)(C)C |r| rac-(3aR,5R,7S,7aR)-1,3,3,5,7-pentamethyl-5-(m-tolyl)octahydro-benzo[c]isoxazole